ClC=1N=C(C2=C(N1)CC[S@]2=O)N[C@@H]2COC[C@H]2O (R)-2-chloro-4-(((3R,4S)-4-hydroxytetrahydrofuran-3-yl)amino)-6,7-dihydrothieno[3,2-d]pyrimidine 5-oxide